(R)-(8-(3-bromo-5-((2,3-dichlorophenyl)thio)-6-methylpyrazin-2-yl)-8-azaspiro[4.5]Dec-1-yl)carbamic acid tert-butyl ester C(C)(C)(C)OC(N[C@@H]1CCCC12CCN(CC2)C2=NC(=C(N=C2Br)SC2=C(C(=CC=C2)Cl)Cl)C)=O